(S)-propargylglycine N[C@@H](CC#C)C(=O)O